OC1=C(C=CC=C1)C1=CC2=C(N=N1)SC(=C2C)C=2C=NC(=NC2)N2CCN(CC2)C2=NOC(=C2)C(C(=O)O)C(C)C 2-[3-(4-{5-[3-(2-hydroxyphenyl)-5-methylthieno[2,3-c]pyridazin-6-yl]pyrimidin-2-yl}piperazin-1-yl)-1,2-oxazol-5-yl]-3-methylbutanoic acid